O=C1N(CCC(N1COCC[Si](C)(C)C)=O)C1=C2C=CN(C2=CC=C1)[C@@H]1CN(CC1)C(=O)OC(C)(C)C tert-Butyl (S)-3-(4-(2,4-dioxo-3-((2-(trimethylsilyl)ethoxy)methyl)tetrahydropyrimidin-1(2H)-yl)-1H-indol-1-yl)pyrrolidine-1-carboxylate